ClC=1C=C2C(=C3C4(NC(NC13)=O)CCCCC4)OC(=C2)CNC2CNCCC2 5'-chloro-2'-{[(piperidin-3-yl)amino]methyl}-7',8'-dihydro-6'H-spiro[cyclohexane-1,9'-furo[2,3-f]quinazoline]-7'-one